2-[3-(2,6-dioxo-3-piperidinyl)-4-methylphenoxy]acetic acid O=C1NC(CCC1C=1C=C(OCC(=O)O)C=CC1C)=O